OCCC1(CCCCC1)C(=O)C1=CC=C(C(=C1)OC)OC 2-hydroxyethyl-4,5-dimethoxyphenylcyclohexyl-methanone